N1(C=NC=C1)C1=NC=NC(=C1C)NC1=NNC(=C1)C 4-(1H-imidazol-1-yl)-5-methyl-6-((5-methyl-1H-pyrazol-3-yl)amino)pyrimidin